C(CCCCCCCCCCCCCCCCC)C(OC(C(=O)N)CCCCCCCCCCCCCCCCCC)C(=O)N dioctadecyl-diglycolic diamide